N1N(CC2=CC=CC=C12)CNC(=S)NC1=C(C=CC=C1)Br 1-((1H-indazol-2-yl)methyl)-3-(2-bromophenyl)thiourea